COCC#CC1=CC(=C(C=N1)C1=C(C2=C(N=CN=C2N)N1C)C1=CC=C(C=C1)OC1=NC=CC(=N1)C)C 6-(6-(3-methoxyprop-1-yn-1-yl)-4-methylpyridin-3-yl)-7-methyl-5-(4-((4-methylpyrimidin-2-yl)oxy)phenyl)-7H-pyrrolo[2,3-d]pyrimidin-4-amine